(2S,3R)-3-phenyl-aziridine-2-carboxylic acid C1(=CC=CC=C1)[C@@H]1[C@H](N1)C(=O)O